C(=O)C1=CC=C(COC2=C3C(N(C(C3=CC=C2)=O)C2C(N(C(CC2)=O)C(=O)OC(C)(C)C)=O)=O)C=C1 tert-butyl 3-(4-((4-formylbenzyl)oxy)-1,3-dioxoisoindolin-2-yl)-2,6-dioxopiperidine-1-carboxylate